C(C)(=O)NC=1C=C(C(=O)NCCOC2=CC=C(C=C2)C(F)(F)F)C=C(N1)C 2-acetamido-6-methyl-N-(2-(4-(trifluoromethyl)phenoxy)ethyl)isonicotinamide